methyl 5-[(3-chloro-4-methoxy-benzoyl)amino]-2-[(4-methoxyphenyl)-methyl]-1,2,4-triazole-3-carboxylate ClC=1C=C(C(=O)NC=2N=C(N(N2)CC2=CC=C(C=C2)OC)C(=O)OC)C=CC1OC